CC1=C(C=CC=C1C)C(=C)C=1N=CNC1 1-(2,3-dimethylphenyl)-1-(1H-imidazol-4-yl)-ethene